COC(=O)[C@]1(O[C@H](C([C@@H]1O[Si](C)(C)C(C)(C)C)([2H])[2H])N1C2=NC(=NC(=C2N=C1)N)F)C#C (2s,3s,5r)-5-(6-amino-2-fluoro-purin-9-yl)-3-[tert-butyl-(dimethyl)silyl]oxy-4,4-dideutero-2-ethynyl-tetrahydrofuran-2-carboxylic acid methyl ester